N1N=NC=C1C[C@H](C)OCC(=O)N1CC=2N=C(N=CC2C1)NC1CC2=CC=CC=C2C1 (S)-2-((1-(1H-1,2,3-triazol-5-yl)propan-2-yl)oxy)-1-(2-((2,3-dihydro-1H-inden-2-yl)amino)-5,7-dihydro-6H-pyrrolo[3,4-d]pyrimidin-6-yl)ethan-1-one